1,1,3,3,5,5,5-heptamethyl-trisiloxane C[SiH](O[Si](O[Si](C)(C)C)(C)C)C